FC1=CC=C(CC2=C(C(=O)N)C=CC=N2)C=C1 (4-fluorobenzyl)nicotinamide